4-((4-(piperidin-1-yl)phenyl)amino)-2-(trifluoromethyl)benzaldehyde N1(CCCCC1)C1=CC=C(C=C1)NC1=CC(=C(C=O)C=C1)C(F)(F)F